C(C)(C)N(C(C)C)P(OCC1=CC=CC=C1)N(C(C)C)C(C)C bis(diisopropylamino)-benzyloxy-phosphine